(S)-6-bromo-3-chloro-N-(2-((2,2-dimethyl-1,3-dioxolan-4-yl)methoxy)pyridin-4-yl)-2-fluoro-4-(trifluoromethyl)benzamide BrC1=CC(=C(C(=C1C(=O)NC1=CC(=NC=C1)OC[C@@H]1OC(OC1)(C)C)F)Cl)C(F)(F)F